4-(4-(1,1-difluoroethyl)phenyl)butanoic acid FC(C)(F)C1=CC=C(C=C1)CCCC(=O)O